5-ethyl-6-(2-(2-methyl-6-(trifluoromethyl)pyrimidin-4-yl)-2,6-diazaspiro[3.4]octan-6-yl)-1-(2,2,2-trifluoroethyl)-1,5-dihydro-4H-pyrazolo[3,4-d]pyrimidin-4-one C(C)N1C(=NC2=C(C1=O)C=NN2CC(F)(F)F)N2CC1(CN(C1)C1=NC(=NC(=C1)C(F)(F)F)C)CC2